OC1CCC2(CN(C2)C(=O)O)CC1 7-hydroxy-2-azaspiro[3.5]nonane-2-carboxylic acid